C(CCC)OC(C)COC(C)COC(C)CO tripropyleneglycol e-n-butyl ether